N-((1s,4s)-4-(2-acetyl-7-(7-(difluoromethyl)-6-(1-methyl-1H-pyrazol-4-yl)-3,4-dihydroquinolin-1(2H)-yl)isoindolin-5-yl)cyclohexyl)acetamide C(C)(=O)N1CC2=C(C=C(C=C2C1)C1CCC(CC1)NC(C)=O)N1CCCC2=CC(=C(C=C12)C(F)F)C=1C=NN(C1)C